FC=1C=C(C=C(C1)F)[C@@H]1CC=NN1C(=O)N1CC(C1)OC1=CC(=NC=C1F)N1C(=C(C=C1C)C)C(=O)OCC (S)-Ethyl 1-(4-((1-(5-(3,5-difluorophenyl)-4,5-dihydro-1H-pyrazole-1-carbonyl) azetidin-3-yl) oxy)-5-fluoropyridin-2-yl)-3,5-dimethyl-1H-pyrrole-2-carboxylate